2-((6-methoxybenzo[d]thiazol-2-yl)amino)-N-(pyrrolidin-3-yl)isonicotinamide COC1=CC2=C(N=C(S2)NC=2C=C(C(=O)NC3CNCC3)C=CN2)C=C1